(1R,3S,5R)-2-(2-(3-acetyl-5-(2-methylpyrimidin-5-yl)-1H-indazol-1-yl)acetyl)-N-(6-bromo-3-methoxypyridin-2-yl)-5-methyl-2-azabicyclo[3.1.0]hexane-3-carboxamide C(C)(=O)C1=NN(C2=CC=C(C=C12)C=1C=NC(=NC1)C)CC(=O)N1[C@@H]2C[C@@]2(C[C@H]1C(=O)NC1=NC(=CC=C1OC)Br)C